P(=O)(OC[C@H]1O[C@@]([C@@H]([C@@H]1O)O)(C#N)C1=CC=C2C(=NC=NN21)N)(OC[C@@H](COCCCCCCCCCCCCCCCC)OCCCCCCCCCCCCCCCC)O ((2R,3S,4R,5R)-5-(4-Aminopyrrolo[2,1-f][1,2,4]triazin-7-yl)-5-cyano-3,4-dihydroxytetrahydrofuran-2-yl)methyl ((R)-2,3-bis(hexadecyloxy)propyl) hydrogen phosphate